ClC1=C(C=CC(=C1)C)CNC 1-(2-chloro-4-methylphenyl)-N-methylmethylamine